NC1=CC=CC2=C1N=C(S2)C(=O)OC methyl 4-aminobenzo[d]thiazole-2-carboxylate